BrC1=C2C(=NC(=NC2=CC(=C1F)Cl)Cl)NCC 5-bromo-2,7-dichloro-N-ethyl-6-fluoroquinazolin-4-amine